2-ethoxycarbonyl-5,6-dihydro-4H-cyclopenta[b]thiophene-5-carboxylic acid C(C)OC(=O)C1=CC2=C(S1)CC(C2)C(=O)O